1-methylindazole-5-carboxamide CN1N=CC2=CC(=CC=C12)C(=O)N